[Si](C)(C)(C(C)(C)C)CS(=O)(N)=N (tert-Butyldimethylsilyl)methanesulfonimidamide